FC1=NC(=CC(=C1)C=1NC2=CC=C(C=C2C1C(C)C)C1CCN(CC1)CC(=O)NC)C 2-(4-(2-(2-fluoro-6-methylpyridin-4-yl)-3-isopropyl-1H-indol-5-yl)piperidin-1-yl)-N-methylacetamide